C1(=CC=CC=C1)S(=O)(=O)N1C=C(C2=CC=C(C=C12)C(F)F)S(=O)(=O)NC=1C(=NC(=C(C1)F)OC(F)F)OC 1-(Benzenesulfonyl)-N-[6-(difluoromethoxy)-5-fluoro-2-methoxy-3-pyridinyl]-6-(difluoromethyl)indole-3-sulfonamide